FC(C(=O)O)(F)F.BrC(CN)CBr 2,3-dibromo-1-propylamine trifluoroacetate